(3-bromo-2-iodophenoxy)-1-(4-chloro-2-methoxyphenyl)ethan-1-ol BrC=1C(=C(OC(C)(O)C2=C(C=C(C=C2)Cl)OC)C=CC1)I